C(#N)C=1C=C(C=CC1)CC(C=1SC2=C(N1)C=CC=C2N(C)CCN(C)C)NS(=O)(=O)C2=CC=CC=C2 N-[2-(3-Cyanophenyl)-1-(7-{[2-(dimethylamino)ethyl](methyl)amino}-1,3-benzothiazol-2-yl)ethyl]benzenesulfonamide